FC(C12CC(C1)C2)(C2=CC=C(C=C2)OC2=CC=CC=C2)F 1-(difluoro(4-phenoxyphenyl)methyl)bicyclo[1.1.1]pentane